6-{4-[(3R)-1-azabicyclo[2.2.2]oct-3-yloxy]phenyl}-4-{[(3S)-piperidin-3-yl]amino}pyrido[3,2-d]pyrimidine-8-carboxamide N12C[C@@H](C(CC1)CC2)OC2=CC=C(C=C2)C=2C=C(C=1N=CN=C(C1N2)N[C@@H]2CNCCC2)C(=O)N